1,1-bis[methacryloyloxy]ethyl isocyanate C(C(=C)C)(=O)OC(C)(OC(C(=C)C)=O)N=C=O